3-(6-methylpyridin-3-yl)prop-2-ynoic acid ethyl ester C(C)OC(C#CC=1C=NC(=CC1)C)=O